methyl-N-methyl-N-((S)-3-methylpiperazine-1-carbonyl)-L-valine C[C@](N(C(=O)N1C[C@@H](NCC1)C)C)(C(C)C)C(=O)O